ClC1=NC2=CC=CC=C2C(=C1)NCCC1=CC=C(C=C1)NS(=O)(=O)C N-(4-(2-((2-Chlorochinolin-4-yl)amino)ethyl)phenyl)methansulfonamid